[2-carboxy-2-[[2-methyl-2-(prop-2-enoylamino)propanoyl]amino]ethyl] phosphate disodium salt [Na+].[Na+].P(=O)(OCC(NC(C(C)(NC(C=C)=O)C)=O)C(=O)O)([O-])[O-]